C(C)OC(CCCCC[Mg]Cl)OCC 6,6-diethoxyhexylmagnesium chloride